4-((4-(((8-Methyl-4-oxo-3,4-dihydroquinazolin-2-yl)methyl)thio)piperidin-1-yl)methyl)benzonitrile trifluoroacetate FC(C(=O)O)(F)F.CC=1C=CC=C2C(NC(=NC12)CSC1CCN(CC1)CC1=CC=C(C#N)C=C1)=O